(S)-1-(7-methoxy-4-(1-methyl-3-phenyl-1H-pyrazol-4-yl)quinazolin-6-yl)piperidin-3-ol [1,2,3]triazolo[4,5-b]pyridin-3-yl-2-nitrobenzenesulfonate N1=NN(C2=NC=CC=C21)C=2C(=C(C=CC2)S(=O)(=O)O[C@@H]2CN(CCC2)C=2C=C1C(=NC=NC1=CC2OC)C=2C(=NN(C2)C)C2=CC=CC=C2)[N+](=O)[O-]